FC1=CC2=C(N(C=N2)C2=CC=CC=C2)C=C1F 5,6-difluoro-1-phenyl-1H-benzo[d]imidazole